C(C)(C)(C)[C@@H]1CC=2C=C3C(=NC2CC1)SC(=C3)C(=O)N[C@H](CCN3CCOCC3)C3=CC=C(C(=O)OCC)C=C3 ethyl 4-((R)-1-((S)-6-(tert-butyl)-5,6,7,8-tetrahydrothieno[2,3-b]quinoline-2-carboxamido)-3-morpholinopropyl)benzoate